methyltriphenyl-phosphine iodide salt [I-].CC1=C(C=CC=C1)P(C1=CC=CC=C1)C1=CC=CC=C1